2-(4,6-difluoro-2,3,7,8-tetraphenylbenzo[de]chromen-9-yl)-1,4,5,6-tetrahydropyrimidine FC1=CC(=C2C3=C1C(=C(OC3=C(C(=C2C2=CC=CC=C2)C2=CC=CC=C2)C=2NCCCN2)C2=CC=CC=C2)C2=CC=CC=C2)F